C1(CCCC1)N1N=NC2=C1C=CC(=C2)C2=NC(=NO2)C2=CC(=C(C=C2)C(F)(F)F)F 1-cyclopentyl-5-{3-[3-fluoro-4-(trifluoro-methyl)phenyl]-1,2,4-oxadiazol-5-yl}-1H-1,2,3-benzotriazole